(R)-1-(1-(2-Ethylbutyl)piperidin-3-yl)-6-isopropyl-5-(8-methoxy-[1,2,4]triazolo[1,5-a]pyridin-6-yl)-1,3-dihydro-2H-benzo[d]imidazol-2-on C(C)C(CN1C[C@@H](CCC1)N1C(NC2=C1C=C(C(=C2)C=2C=C(C=1N(C2)N=CN1)OC)C(C)C)=O)CC